C(=CC)N1CCN(CC1)C1=NC(N(C2=C(C(=C(C=C12)C1CC1)C1=C2C=NNC2=CC=C1C)OC)C[C@H]1N(CCC1)C)=O (4-propenylpiperazin-1-yl)-6-cyclopropyl-8-methoxy-7-(5-methyl-1H-indazol-4-yl)-1-(((S)-1-methylpyrrolidin-2-yl)methyl)quinazolin-2(1H)-one